CC=1C(=C2C=CNC2=C(C1)C)O[C@H]1[C@@H](C[C@@H](CC1)C)C1=CC=C(C(=O)O)C=C1 4-((1S,2R,5R)-2-((5,7-dimethyl-1H-indol-4-yl)oxy)-5-methylcyclohexyl)benzoic acid